ClC1=CC(=C(COC2=CC=CC(=N2)C2CCN(CC2)CC2=CC=C(C=N2)OC(C(=O)[O-])(C)C)C=C1)F 2-((6-((4-(6-((4-chloro-2-fluorobenzyl) oxy) pyridin-2-yl) piperidin-1-yl) methyl) pyridin-3-yl) oxy)-2-methylpropionate